ethyl (R)-7-(1-((1-(tert-butoxycarbonyl)-5-methoxy-7-methyl-1H-indol-4-yl)methyl)piperidin-2-yl)-1H-indazole-4-carboxylate C(C)(C)(C)OC(=O)N1C=CC2=C(C(=CC(=C12)C)OC)CN1[C@H](CCCC1)C1=CC=C(C=2C=NNC12)C(=O)OCC